CN([C@H](CC(C)C)C(=O)N1C2CN(CC1C2)C2=CC=C(C=N2)C=2C=1N(C=C(C2)OCC(C)(C)O)N=CC1C#N)C 4-(6-(6-(Dimethyl-D-leucyl)-3,6-diazabicyclo[3.1.1]hept-3-yl)pyridin-3-yl)-6-(2-hydroxy-2-methylpropyloxy)pyrazolo[1,5-a]pyridine-3-carbonitrile